3-(3,4-dimethylphenyl)-2,2-dimethylpropionaldehyde CC=1C=C(C=CC1C)CC(C=O)(C)C